5-((4-bromobenzyl)oxy)-1,3,4-thiadiazol-2-amine BrC1=CC=C(COC2=NN=C(S2)N)C=C1